8-(methoxymethyl)-1,4-dioxaspiro[4.5]decane-8-carboxylic acid COCC1(CCC2(OCCO2)CC1)C(=O)O